C1(CC1)C=1N=CC2=C(N1)NC=C2C=2C=C(C=1N(C2)C(=CN1)C1CCN(CC1)C)F 2-cyclopropyl-5-(8-fluoro-3-(1-methylpiperidin-4-yl)imidazo[1,2-a]pyridin-6-yl)-7H-pyrrolo[2,3-d]pyrimidine